1-[4-(ethylphenylthio)phenyl]-1,2-butanedione C(C)C1=C(C=CC=C1)SC1=CC=C(C=C1)C(C(CC)=O)=O